C(#C)C=1C(=C(C=CC1)N)N 3-ethynyl-1,2-phenylenediamine